docosanoic acid docosanoate C(CCCCCCCCCCCCCCCCCCCCC)(=O)O.C(CCCCCCCCCCCCCCCCCCCCC)(=O)O